C1(CC1)CN1N=CC(=C1)N (Cyclopropylmethyl)-1H-pyrazol-4-amine